6-(2-(((1s,4s)-4-cyano-4-methylcyclohexyl)amino)-6-fluoro-4-methoxypyrrolo[2,1-f][1,2,4]triazin-5-yl)-N-methylimidazo[1,2-a]pyridine-3-carboxamide C(#N)C1(CCC(CC1)NC1=NN2C(C(=N1)OC)=C(C(=C2)F)C=2C=CC=1N(C2)C(=CN1)C(=O)NC)C